C(CC(=C)C)OC1=CC=C2C=CC(OC2=C1)=O 7-(isopentenyl-oxy)coumarin